[OH-].C(CCC)[P+](CCCC)(CCCC)CCCC Tetrabutyl-phosphonium hydroxide